N-(5-(1-ethyl-1H-pyrazol-3-yl)-4-((3-(methylsulfonyl)-5-(trifluoromethyl)phenyl)amino)pyridin-2-yl)acetamide C(C)N1N=C(C=C1)C=1C(=CC(=NC1)NC(C)=O)NC1=CC(=CC(=C1)C(F)(F)F)S(=O)(=O)C